10-Hydroxy-hexacosa-12,15-dienoic acid OC(CCCCCCCCC(=O)O)CC=CCC=CCCCCCCCCCC